NC1=CC=C(C=C1)N1C(=CC(=C1)C1=CC(=CC=C1)O)C(=O)C1=CC(=C(C(=C1)OC)OC)OC [1-(4-aminophenyl)-4-(3-hydroxyphenyl)-1H-pyrrol-2-yl](3,4,5-trimethoxyphenyl)methanone